COC(=O)C=1N=NC(=CC1NC1=CC=C(C=C1)OC1CCSCC1)Cl 6-chloro-4-((4-((tetrahydro-2H-thiopyran-4-yl)oxy)phenyl)amino)pyridazine-3-carboxylic acid methyl ester